N1(CCC1)C=1N=CC(=NC1)C1=C(C=C2C=C(NC2=C1)CNC(C)=O)Cl N-({6-[5-(1-azetidinyl)-2-pyrazinyl]-5-chloro-2-indolyl}methyl)acetamide